(S)-2-((S)-3-(2H-1,2,3-triazol-2-yl)piperidin-1-yl)-N-(5-chloropyridin-2-yl)propanamide N=1N(N=CC1)[C@@H]1CN(CCC1)[C@H](C(=O)NC1=NC=C(C=C1)Cl)C